C[C@@H](C(=O)N[C@H]1C2=C(CN3N(C1=O)CCC3)C=CC=C2)CC(=O)NC2=CC(=NN2C)NC(C(C)(C)C)=O (R)-2-Methyl-N4-(1-methyl-3-pivalamido-1H-pyrazol-5-yl)-N1-((S)-11-oxo-2,3,10,11-tetrahydro-1H,5H-benzo[d]pyrazolo[1,2-a][1,2]diazepin-10-yl)succinamide